C(C)C(=O)C1=C(C=C(C=C1)Cl)N 2-amino-4-chlorophenyl ethyl ketone